O=C1C2CC3(CC(CC1C3)C2)C(=O)OC(C(F)F)C(F)(F)F 2-(4-oxo-1-adamantylcarbonyloxy)-1,1,3,3,3-pentafluoropropane